(R)-tert-butyl 2-(2-(4-(4-(3-(2,6-difluoro-3-(3-fluoropyrrolidine-1-sulfonamido)benzoyl)-1H-pyrrolo[2,3-b]pyridin-5-yl)phenyl)piperazin-1-yl)ethoxy)acetate compound with methanol CO.FC1=C(C(=O)C2=CNC3=NC=C(C=C32)C3=CC=C(C=C3)N3CCN(CC3)CCOCC(=O)OC(C)(C)C)C(=CC=C1NS(=O)(=O)N1C[C@@H](CC1)F)F